2-(4-(6-(5,6-Dimethoxypyridin-3-yl)-4-methylquinazolin-8-yl)phenoxy)-1-(4-methylpiperazin-1-yl)ethan-1-one COC=1C=C(C=NC1OC)C=1C=C2C(=NC=NC2=C(C1)C1=CC=C(OCC(=O)N2CCN(CC2)C)C=C1)C